15-methyl-17-oxabicyclo[11.3.1]heptadec-13-ene CC1C=C2CCCCCCCCCCCC(C1)O2